C(C)C(CCN(C)C)N=C=N L-1-ethyl-3-dimethylaminopropyl-carbodiimide